6-(4-{2-[4-(Propan-2-yl)morpholin-3-yl]ethyl}-1,4-diazepan-1-yl)-N-(pyridin-4-yl)pyridine-2-carboxamide CC(C)N1C(COCC1)CCN1CCN(CCC1)C1=CC=CC(=N1)C(=O)NC1=CC=NC=C1